C1(CC1)COC1=C(C(=O)O)C(=CC(=C1)OS(=O)(=O)C1=CC=C(C)C=C1)OS(=O)(=O)C1=CC=C(C)C=C1 2-(cyclopropyl-methoxy)-4,6-bis(tosyloxy)benzoic acid